N,N,N-triethyl-N-benzylammonium hydroxide [OH-].C(C)[N+](CC1=CC=CC=C1)(CC)CC